3,N-bis-(2-hydroxyethyl)-2-nitro-p-phenylenediamine OCCC=1C(=C(C=CC1N)NCCO)[N+](=O)[O-]